C(C)OC(=O)C1OC1C1=C(C=CC=C1)OCC1=CC=CC=C1 3-(2-(benzyloxy)phenyl)oxirane-2-carboxylic acid ethyl ester